OC[C@H]1CCCC[C@@H]2[C@@]1(CC[C@@H]1[C@H]3CC[C@](C[C@H]3CC[C@@H]21)(O)C)C (2R,4aS,4bR,6aS,7S,11aS,11bR,13aR)-7-(hydroxymethyl)-2,6a-dimethyloctadecahydro-1H-cyclohepta[a]phenanthren-2-ol